FC1=CC2=C(OC3CCNC2C3)C=C1C(F)(F)F Rac-8-fluoro-9-(trifluoromethyl)-3,4,5,6-tetrahydro-2H-2,6-methanobenzo[b][1,5]oxazocine